FC1=NC=CC=C1C#CCO 3-(2-fluoro-3-pyridinyl)prop-2-yn-1-ol